C(C)(C)(C)OC(NC=1N=C(N2C1C=NC(=C2)Cl)C2=C(C(=CC=C2)C=2N=NN(N2)C)OC)=O (6-chloro-3-(2-methoxy-3-(2-methyl-2H-tetrazol-5-yl)phenyl)imidazo[1,5-a]pyrazin-1-yl)carbamic acid tert-butyl ester